2-(2-(1-(Cyclopropylsulfonyl)-1H-pyrazol-4-yl)pyrimidin-4-yl)-5-(1-(difluoromethyl)-1H-pyrazol-3-yl)-N4-((1s,4s)-4-(methylamino)cyclohexyl)pyridine-2,4-diamine C1(CC1)S(=O)(=O)N1N=CC(=C1)C1=NC=CC(=N1)C1(NC=C(C(=C1)NC1CCC(CC1)NC)C1=NN(C=C1)C(F)F)N